[N+](=O)([O-])C=1C=CC(=NC1)OCCN1CCOCC1 4-(2-((5-nitropyridin-2-yl)oxy)ethyl)morpholine